2-morpholinoethyl 4-(5-(4-cyanophenyl)imidazo[2,1-b][1,3,4]thiadiazol-2-yl)benzoate C(#N)C1=CC=C(C=C1)C1=CN=C2SC(=NN21)C2=CC=C(C(=O)OCCN1CCOCC1)C=C2